3-(bromomethyl)-1,2,8,10,12-pentazatetracyclo[9.3.2.04,15.07,16]hexadecane-2,4(15),5,7(8),9,11(16)-hexaene BrCC1=NN2CCNC=3N=CN=C4C=CC1=C2C43